C(CCCC)C1C(NC(CC(NCC(NCC(NCC(NCC(NCC(NCC(NCC(N2CCCC2C(NC2(CCCC2)C(N1)=O)=O)=O)=O)=O)=O)=O)=O)=O)=O)C(=O)N1CCCCC1)=O 28-pentyl-25-(piperidine-1-carbonyl)spiro[1,4,7,10,13,16,19,22,26,29,32-undecazabicyclo[32.3.0]heptatriacontane-31,1'-cyclopentane]-2,5,8,11,14,17,20,23,27,30,33-undecone